CC1N(CCN(C1)C)CC=1C=NC(=NC1)N1CCCCC1 1-(5-((2,4-dimethylpiperazin-1-yl)methyl)pyrimidin-2-yl)piperidine